FC1=C(C(=CC=C1F)F)[C@H]1CC(NC1)=O (R)-4-(2,3,6-trifluorophenyl)pyrrolidin-2-one